N-(1-(2-(5-fluoro-1H-indol-3-yl)ethyl)-4-(methoxymethyl)piperidin-4-yl)-N-phenylfuran-2-carboxamide FC=1C=C2C(=CNC2=CC1)CCN1CCC(CC1)(COC)N(C(=O)C=1OC=CC1)C1=CC=CC=C1